O[C@H]1C[C@H]2CC[C@H]3[C@@H]4CC[C@H]([C@@H](CCC)C)[C@]4(C(C[C@@H]3[C@]2(CC1)C)=O)C 3α-hydroxy-12-keto-5β-cholane